ClC=1C=CC=2C(=NC(=CN2)NN)N1 6-chloro-3-hydrazinopyrido[2,3-b]pyrazine